2-(2,4-dichloro-5-fluorobenzoyl)-3-oxo-propionic acid methyl ester COC(C(C=O)C(C1=C(C=C(C(=C1)F)Cl)Cl)=O)=O